butyl 2-(4-amino-5-bromo-7H-pyrrolo[2,3-d]pyrimidin-7-yl)acetate NC=1C2=C(N=CN1)N(C=C2Br)CC(=O)OCCCC